C(C)(C)(C)OC(=O)N1C[C@@H](CCC1)NC=1C2=C(N=CN1)NC=C2C2(CC2)C (R)-3-((5-(1-methylcyclopropyl)-7H-pyrrolo[2,3-d]pyrimidin-4-yl)-amino)-piperidine-1-carboxylic acid tert-butyl ester